bis(6,6'-dimethyl-2,2'-bipyridine) copper (I) bis(trifluoromethylsulfonyl)imide [N-](S(=O)(=O)C(F)(F)F)S(=O)(=O)C(F)(F)F.[Cu+].CC1=CC=CC(=N1)C1=NC(=CC=C1)C.CC1=CC=CC(=N1)C1=NC(=CC=C1)C